2-(1H-pyrazol-1-yl)pyrimidin-4-amine N1(N=CC=C1)C1=NC=CC(=N1)N